ClC1=NC=C(C(=N1)NC1=C(C(=CC=C1)C1=NN(C=N1)C)OC)C(C)=O 1-(2-Chloro-4-((2-methoxy-3-(1-methyl-1H-1,2,4-triazol-3-yl)phenyl)amino)pyrimidin-5-yl)ethan-1-one